NCCCN(C=1SC(=C(N1)C(=O)O)CCCOC1=C(C=C(C=C1)C#CCN(C)C)F)C=1N=NC(=C(C1)C)NC=1SC2=C(N1)C=CC=C2 2-[(3-aminopropyl){6-[(1,3-benzothiazol-2-yl)amino]-5-methylpyridazin-3-yl}amino]-5-(3-{4-[3-(dimethylamino)prop-1-yn-1-yl]-2-fluorophenoxy}propyl)-1,3-thiazole-4-carboxylic acid